4-((2-oxo-1-(4-(pyridin-4-yl)phenyl)pyrrolidin-3-yl)methyl)benzoic acid methyl ester COC(C1=CC=C(C=C1)CC1C(N(CC1)C1=CC=C(C=C1)C1=CC=NC=C1)=O)=O